COC=1C=C(C=CC1NCC#CC=1N(C2=CC=CC(=C2C1)NC1CCC(CC1)N(C)C)CC(F)(F)F)S(=O)(=O)NC(CC)=O N-(3-methoxy-4-{[3-(4-{[(1R,4R)-4-(dimethyl-amino)cyclohexyl]amino}-1-(2,2,2-trifluoroethyl)-1H-indol-2-yl)prop-2-yn-1-yl]amino}benzenesulfonyl)propanamide